N-(1-(5-fluoro-4-(methylamino)-2-oxopyrimidin-1(2H)-yl)-2-(3-fluoro-4-methylphenyl)-2-oxoethyl)formamide FC=1C(=NC(N(C1)C(C(=O)C1=CC(=C(C=C1)C)F)NC=O)=O)NC